trifluoromethyl telluride FC(F)(F)[Te]C(F)(F)F